(S)-6-((3-(5-(1-Amino-1,3-dihydrospiro[indene-2,4'-piperidin]-1'-yl)-6-(hydroxymethyl)pyrazin-2-yl)prop-2-yn-1-yl)oxy)indol-2-one N[C@@H]1C2=CC=CC=C2CC12CCN(CC2)C=2N=CC(=NC2CO)C#CCOC=2C=CC1=CC(N=C1C2)=O